C1(CC1)NC(C1=C(C=C(C=C1OC)C1=CN=C2N1C=CC(=C2)OCC2NCCOC2)OC(F)F)=O N-cyclopropyl-2-(difluoromethoxy)-6-methoxy-4-[7-(morpholin-3-ylmethoxy)imidazo[1,2-a]pyridin-3-yl]benzamide